phenyl-3,4'-bipyridin-5-amin C1(=CC=CC=C1)C1=NC=C(C=C1C1=CC=NC=C1)N